Kalium tris(tri-methylsilyl)germanid C[Si](C)(C)[Ge-]([Si](C)(C)C)[Si](C)(C)C.[K+]